C(C)OC1=C(C(=CC=C1)C)S(=O)(=O)N 2-ethoxy-6-methylbenzene-1-sulfonamide